C(C1=CC=CC=C1)[C@H]1N(C(OC1)=O)C([C@@H](CCCCC)C)=O (R)-4-benzyl-3-((R)-2-methylheptoyl)-2-oxazolidinone